BrC=1C=C2C(=CN(C2=CC1)C)C 5-bromo-1,3-dimethyl-1H-indole